2-(((2-cyclopropylethyl)amino)methyl)-6-(3-(3-methoxy-1-(4-methyl-4H-1,2,4-triazol-3-yl)cyclobutyl)phenyl)-4-(trifluoromethyl)-1,6-dihydro-7H-pyrrolo[2,3-c]pyridin-7-one C1(CC1)CCNCC1=CC2=C(C(N(C=C2C(F)(F)F)C2=CC(=CC=C2)C2(CC(C2)OC)C2=NN=CN2C)=O)N1